selenium phenylphosphine C1(=CC=CC=C1)P.[Se]